5-hydroxy-3-ethylnaphtho[2,3-d]isoxazole-4,9-dione OC1=CC=CC=2C(C3=C(C(=NO3)CC)C(C12)=O)=O